N=1C(=NN2C1C=CC=C2)CN2N=NC(=C2)C(=O)OCC ethyl 1-([1,2,4]triazolo[1,5-a]pyridin-2-ylmethyl)-1H-1,2,3-triazole-4-carboxylate